NC1=NC(=C(C(=N1)CC#N)Br)OC 2-(2-amino-5-bromo-6-methoxy-pyrimidin-4-yl)acetonitrile